1-(10-(9H-fluoren-9-yl)-5,8-dioxo-2,9-dioxa-4,7-diazadecyl)cyclobutane-1-carboxylate C1=CC=CC=2C3=CC=CC=C3C(C12)COC(NCC(NCOCC1(CCC1)C(=O)[O-])=O)=O